7-cyclopentyl-2-((4-(4-(1-(4-(2,6-dioxopiperidin-3-yl)phenyl)-piperidin-4-yl)-piperazin-1-yl)phenyl)amino)-N,N-dimethyl-7H-pyrrolo[2,3-d]pyrimidine-6-carboxamide C1(CCCC1)N1C(=CC2=C1N=C(N=C2)NC2=CC=C(C=C2)N2CCN(CC2)C2CCN(CC2)C2=CC=C(C=C2)C2C(NC(CC2)=O)=O)C(=O)N(C)C